OC1=CC=C(C=C1)C(C(C(=O)N[C@H](C(=O)N(C)[C@H](/C=C(/C(=O)N[C@H](CCC(=O)O)C(=O)O)\C)C(C)C)C(C)(C)C)NC)(C)C ((4S,E)-4-((2S)-2-(3-(4-hydroxyphenyl)-3-methyl-2-(methylamino)butanamido)-N,3,3-trimethylbutanamido)-2,5-dimethylhex-2-enoyl)-D-glutamic acid